oxoimidazolidineacrylamide O=C1N(CCN1)C=CC(=O)N